2-(8-((2S,5R)-2,5-diethyl-4-(1-(2-methylbenzo[d]thiazol-6-yl)ethyl)piperazin-1-yl)-5-(methyl-d3)-6-oxo-5,6-dihydroimidazo[1,2-b]pyridazin-2-yl)acetonitrile C(C)[C@@H]1N(C[C@H](N(C1)C(C)C1=CC2=C(N=C(S2)C)C=C1)CC)C=1C=2N(N(C(C1)=O)C([2H])([2H])[2H])C=C(N2)CC#N